BrC1=C(C(O)=CC(=C1)N)O 3-bromo-5-amino-catechol